N-((5-cyclopropylpyridin-2-yl)(phenyl)methyl)-2-methylpropane-2-sulfinamide C1(CC1)C=1C=CC(=NC1)C(NS(=O)C(C)(C)C)C1=CC=CC=C1